NCCC[C@@H](C(=O)NC)NC(OCC1=CC=CC=C1)=O (S)-benzyl (5-amino-1-(methylamino)-1-oxopentan-2-yl)carbamate